FC1=CC(=CC=2N(C(=NC21)C)C(C)C)C2=CNC1=NC(=CC=C12)NC(=O)C1CCN(CC1)C N-(3-(4-Fluoro-1-isopropyl-2-methyl-1H-benzo[d]imidazol-6-yl)-1H-pyrrolo[2,3-b]pyridin-6-yl)-1-methylpiperidine-4-carboxamide